(2R,3R)-3-(3-phenylisoxazol-5-yl)-2-(2,4-difluorophenyl)-1-(1H-tetrazol-1-yl)butan-2-ol C1(=CC=CC=C1)C1=NOC(=C1)[C@@H]([C@@](CN1N=NN=C1)(O)C1=C(C=C(C=C1)F)F)C